CC1(CCC(CC1)C1=CC=C(C=C1)NC1CCN(CC1)C(=O)[C@@H]1NC(NC1)=O)C (R)-4-(4-((4-(4,4-dimethylcyclohexyl)phenyl)amino)piperidine-1-carbonyl)imidazolidin-2-one